methyl 6-hydroxy-8-methyl-10-phenyl-[1,2,4]triazolo[5,1-a]isoquinoline-5-carboxylate OC1=C(N2C(C3=C(C=C(C=C13)C)C1=CC=CC=C1)=NC=N2)C(=O)OC